2-(2-methylphenyl)acetyl chloride CC1=C(C=CC=C1)CC(=O)Cl